1-(piperidin-4-yl)-N-(3-(propylsulfonamido)phenyl)-1H-pyrrole-2-carboxamide N1CCC(CC1)N1C(=CC=C1)C(=O)NC1=CC(=CC=C1)NS(=O)(=O)CCC